N-methyl-1-(5-(trifluoromethyl)pyrazolo[1,5-a]pyridin-2-yl)methanamine CNCC1=NN2C(C=C(C=C2)C(F)(F)F)=C1